ClC1=CC=C(C=C1)C1=NN(C[C@H]1C1=CC=CC=C1)/C(/NCC(C)NS(N)(=O)=O)=N/S(=O)(=O)C1=CC=C(C=C1)Cl (4R,E)-3-(4-chlorophenyl)-N'-((4-chlorophenyl)sulfonyl)-4-phenyl-N-(2-(sulfamoylamino)propyl)-4,5-dihydro-1H-pyrazole-1-carboximidamide